tertiary butyl-aminotrimethyl-silane C(C)(C)(C)C[Si](C)(C)N